C(C)(C)(C)C1=C(C=CC(=C1)C(C)(C)C)C(O)(C(CO)(CO)CO)C1=C(C=C(C=C1)C(C)(C)C)C(C)(C)C bis(2,4-dit-butylphenyl)pentaerythritol